(S)-N7-(4-Fluoro-3-methylphenyl)-6-methyl-N1-((R)-1,1,1-trifluoropropan-2-yl)-5,6-dihydroimidazo[1,5-a]pyrazine-1,7(8H)-dicarboxamide FC1=C(C=C(C=C1)NC(=O)N1CC=2N(C[C@@H]1C)C=NC2C(=O)N[C@@H](C(F)(F)F)C)C